C(C)C(CNC(CN1C(C(=CC=C1)NC([C@H](CC/C=C/C(=O)OC)NC(=O)C1=CN=CN1C)=O)=O)=O)CC methyl (S,E)-7-(1-(2-(2-ethylbutylamino)-2-oxoethyl)-2-oxo-1,2-dihydro-pyridin-3-ylamino)-6-(1-methyl-1H-imidazole-5-carboxamido)-7-oxohept-2-enoate